(S)-N-(4-chloro-1-oxo-3-(1-((5-oxo-5,8-dihydropyrido[2,3-d]pyrimidin-4-yl)amino)ethyl)-2-phenyl-1,2-dihydroisoquinolin-8-yl)pentanamide ClC1=C(N(C(C2=C(C=CC=C12)NC(CCCC)=O)=O)C1=CC=CC=C1)[C@H](C)NC=1C2=C(N=CN1)NC=CC2=O